6-chloro-3-methylimidazo[1,2-b]pyridazine ClC=1C=CC=2N(N1)C(=CN2)C